C(C)(C)OC([C@@H](CC1=NC=CC=N1)O)=O.C1(CC1)C1=NN(C=N1)S(=O)(=O)C1=CC=C(C=C1)NC(C)=O N-[4-(3-cyclopropyl-1,2,4-triazol-1-ylsulfonyl)phenyl]acetamide isopropyl-(2R)-2-hydroxy-3-pyrimidin-2-yl-propanoate